C1(CC1)CN1C(=CC=2C1=NC(=CC2)[C@@H](C)NC(=O)C21CC(C2)(C1)F)C=1N=C2N(C(=CC(=C2)C(=O)OCC)OC)C1C ethyl (R)-2-(1-(cyclopropylmethyl)-6-(1-(3-fluorobicyclo[1.1.1]pentane-1-carboxamido)ethyl)-1H-pyrrolo[2,3-b]pyridin-2-yl)-5-methoxy-3-methylimidazo[1,2-a]pyridine-7-carboxylate